(3-(2-(2-Aminoethoxy)ethoxy)propionylamino)-6-chloro-N-(5-methylpyridin-2-yl)benzamide NCCOCCOCCC(=O)NC1=C(C(=O)NC2=NC=C(C=C2)C)C(=CC=C1)Cl